(maleimide) propionate C(CC)(=O)O.C1(C=CC(N1)=O)=O